Cl.ClC=1C=NC=CC1CC(=O)O 2-(3-chloro-4-pyridinyl)acetic acid hydrochloride